(2S,7S*)-N-[(1S)-1-cyano-2-[4-(3-methyl-2-oxo-2,3-dihydro-1,3-benzoxazol-5-yl)phenyl]ethyl]-7-ethoxy-1,4-oxazocane-2-carboxamide C(#N)[C@H](CC1=CC=C(C=C1)C=1C=CC2=C(N(C(O2)=O)C)C1)NC(=O)[C@H]1OC[C@H](CCNC1)OCC |o1:27|